2,3-dimethyl-5-fluorobenzothiazole CC1SC2=C(N1C)C=C(C=C2)F